2-(1-(5-(difluoromethoxy)-7-methyl-1H-indol-4-yl)ethyl)-2H-pyrazolo[3,4-b]pyridine-6-carbonitrile FC(OC=1C(=C2C=CNC2=C(C1)C)C(C)N1N=C2N=C(C=CC2=C1)C#N)F